N1C=NC(=C1)C1=NC=CC(=C1)C1=NOC(=N1)C(F)(F)F 3-(2-(1H-imidazol-4-yl)pyridin-4-yl)-5-(trifluoromethyl)-1,2,4-oxadiazole